(R)-3-methyl-4-(3-(3-methyl-1H-pyrazol-5-yl)-7-(1-(methylsulfonyl)cyclopropyl)isothiazolo[4,5-b]pyridin-5-yl)morpholine C[C@H]1N(CCOC1)C1=CC(=C2C(=N1)C(=NS2)C2=CC(=NN2)C)C2(CC2)S(=O)(=O)C